C(C)C=1C2=C(SC1N)CC(CC2)(C2=CC=CC=C2)CC#N Ethyl-2-amino-6-(cyanomethyl)-6-phenyl-4,5,6,7-tetrahydrobenzo[b]thiophene